IC1=CN(C=2N=CN=C(C21)N)C(CC)C=2N=NN(C2)C2=NC=CC(=C2)C(F)(F)F 5-iodo-7-(1-{1-[4-(trifluoromethyl)pyridine-2-yl]-1H-1,2,3-triazol-4-yl}propyl)-7H-pyrrolo[2,3-d]pyrimidin-4-amine